CN(C)CC1=CC=C(C=C1)N1C(N=NC1=O)=O 4-(4'-dimethylaminomethylphenyl)-1,2,4-triazolin-3,5-dione